CC(C(=O)OC(C(C(C(C(C(C(C(C(C(C)(F)F)(F)F)(F)F)(F)F)(F)F)(F)F)(F)F)(F)F)(F)F)(F)F)=C 1,2,2,3,3,4,4,5,5,6,6,7,7,8,8,9,9,10,10,1-icosafluoroundecyl 2-methylacrylate